C[C@H]([C@@H](C(=O)N[C@@H](CC(=O)O)C(=O)O)NC(=O)[C@H](CC(C)C)N)O The molecule is a tripeptide composed of L-leucine, L-threonine and L-aspartic acid joined in sequence by peptide linkages. It has a role as a metabolite. It derives from a L-leucine, a L-threonine and a L-aspartic acid.